1-(2-(difluoromethoxy)-5-(methylthio)phenyl)-3-methyl-6-(pyrazolo[1,5-a]pyrimidin-3-yl)-1H-pyrazolo[4,3-c]pyridine FC(OC1=C(C=C(C=C1)SC)N1N=C(C=2C=NC(=CC21)C=2C=NN1C2N=CC=C1)C)F